OC1CC(N(CC1)C(C(=O)NC=1C=NC=C(C(=O)N)C1)=O)C1=CC=CC=C1 5-(2-(4-hydroxy-2-phenylpiperidin-1-yl)-2-oxoacetamido)nicotinamide